fluoro-3β,7α-dihydroxy-5β-cholanic acid methyl ester COC(C(C[C@@H](C)[C@H]1CC[C@H]2[C@@H]3[C@@H](C[C@@H]4C[C@H](CC[C@]4(C)[C@H]3CC[C@]12C)O)O)F)=O